2,6-dibromo-4-(difluoromethyl)pyridine BrC1=NC(=CC(=C1)C(F)F)Br